FC1=C(C(=O)NC2=CC3=C(C=N2)C=C(N3)CN3[C@H](CCC3)C)C=CC(=C1)C1=NNC=C1 2-fluoro-N-(2-[[(2S)-2-methylpyrrolidin-1-yl]methyl]-1H-pyrrolo[3,2-c]pyridin-6-yl)-4-(1H-pyrazol-3-yl)benzamide